C1(CC1)C=1N=CN(C1)C1=CC(=NC=C1N1CCOCC1)C(=O)NC1=CC=CC=2C=3N(C(COC21)(C)C)N=NN3 4-(4-cyclopropyl-1H-imidazol-1-yl)-N-(5,5-dimethyl-5,6-dihydrobenzo[f]tetrazolo[1,5-d][1,4]oxazepin-8-yl)-5-morpholinopicolinamide